2,3-di(tetradecyloxy)propan-1-amine C(CCCCCCCCCCCCC)OC(CN)COCCCCCCCCCCCCCC